(5-(4-((tert-butyldimethylsilyl) oxy) phenyl)-3-methylisoxazol-4-yl) methyl carbonate C(OC=1C(=NOC1C1=CC=C(C=C1)O[Si](C)(C)C(C)(C)C)C)(OC)=O